C1(CCC1)C1=CC=C2C=C(C(NC2=C1C1=CN=C(N1)C1=CC=CC=C1)=O)C(=O)O 7-cyclobutyl-2-oxo-8-(2-phenyl-1H-imidazol-5-yl)-1,2-dihydroquinoline-3-carboxylic acid